C(C)(C)(C)OC(=O)N1C(C(C(C1)(F)F)(NS(=O)C(C)(C)C)CC(=O)OCC)CC1=C(C(=CC=C1)Cl)F 2-[(3-chloro-2-fluorophenyl)methyl]-3-(2-ethoxy-2-oxoethyl)-4,4-difluoro-3-[(2-methylpropan-2-sulfinyl)amino]pyrrolidine-1-carboxylic acid tert-butyl ester